N1N=CC(=C1)C1=CC2=C(N=C(S2)NC2=NC=CC(=C2)COC2CCOCC2)C=C1 6-(1H-pyrazol-4-yl)-N-(4-(((tetrahydro-2H-pyran-4-yl)oxy)methyl)pyridin-2-yl)benzo[d]thiazol-2-amine